2-(imidazol-1-yl)-N-[(trans)-3-aminocyclobutyl]-5H,6H,7H-cyclopenta[d]pyrimidine-4-carboxamide N1(C=NC=C1)C=1N=C(C2=C(N1)CCC2)C(=O)N[C@@H]2C[C@H](C2)N